octa-animine C(CCCCCCC)=N